N-(4-((6-amino-7-ethoxyquinazolin-4-yl)oxy)-3-fluorophenyl)-1-(4-fluorophenyl)-2-oxopyrrolidine-3-carboxamide NC=1C=C2C(=NC=NC2=CC1OCC)OC1=C(C=C(C=C1)NC(=O)C1C(N(CC1)C1=CC=C(C=C1)F)=O)F